C(C)N(C(=O)C=1N=NC(=CC1)N1CCN(CC1)CC1=CC(=C(C=C1)C1=CC(=CC=C1)O)F)CC N,N-Diethyl-6-[4-[[3-fluoro-4-(3-hydroxyphenyl)phenyl]methyl]piperazin-1-yl]pyridazine-3-carboxamide